CCC(=O)C1=C(C=CC(=C1)O)O 2,5-dihydroxypropiophenone